CN(C1CC2=CC=C(C=C2CC1)N)C N,N-dimethyl-1,2,3,4-tetrahydronaphthalene-2,6-diamine